(3R)-1-{2-[1-(Cyclopropylmethyl)-1H-pyrrolo[2,3-b]pyridin-2-yl]-1-ethyl-7-methoxy-1H-1,3-benzodiazole-5-carbonyl}piperidin-3-amine C1(CC1)CN1C(=CC=2C1=NC=CC2)C2=NC1=C(N2CC)C(=CC(=C1)C(=O)N1C[C@@H](CCC1)N)OC